1-(4-(Benzo[d]thiazol-7-yl)benzyl)-3-(2-ethynylthiazol-4-yl)-1-(2-hydroxyethyl)-urea S1C=NC2=C1C(=CC=C2)C2=CC=C(CN(C(=O)NC=1N=C(SC1)C#C)CCO)C=C2